ClC=1C=C(C(=O)N2CC=3N(CC2)C(=NN3)C#CC=3C=C(C#N)C=CC3)C=CC1 3-[2-[7-(3-Chlorobenzoyl)-6,8-dihydro-5H-[1,2,4]triazolo[4,3-a]pyrazin-3-yl]ethynyl]benzonitrile